C(C)OC(CCNC(=O)C=1C=C2C=NN(C2=CC1)C(CCC)C=1C=NC(=CC1)C1=CC=C(C=C1)C(F)(F)F)=O 3-(1-(1-(6-(4-(trifluoromethyl)phenyl)pyridin-3-yl)butyl)-1H-indazole-5-carboxamido)propionic acid ethyl ester